CC1=CC(=C(C=C1)NC1=NC=CN=C1)[N+](=O)[O-] N-(4-methyl-2-nitrophenyl)pyrazin-2-amine